FC1(CC1)[C@@]1(NC(NC1=O)=O)CNC(=O)C=1C(=CC=CC1)C1=CC=C(C=C1)C(F)(F)F |r| rac-N-{[4-(1-fluorocyclopropyl)-2,5-dioxoimidazolidin-4-yl]methyl}-4'-(trifluoromethyl)[biphenyl]-2-carboxamide